3-[5-[5-chloro-2-[[5-(2-oxopyrrolidin-1-yl)-3-pyridyl]amino]pyrimidin-4-yl]-3,6-dihydro-2H-pyridine-1-carbonyl]-1H-pyridin-2-one ClC=1C(=NC(=NC1)NC=1C=NC=C(C1)N1C(CCC1)=O)C1=CCCN(C1)C(=O)C=1C(NC=CC1)=O